4-(4-amino-6-(4-(2-cyclopropylacrylamido)phenyl)-7-methyl-7H-pyrrolo[2,3-d]pyrimidin-5-yl)-2-fluorophenyl piperidine-1-carboxylate N1(CCCCC1)C(=O)OC1=C(C=C(C=C1)C1=C(N(C=2N=CN=C(C21)N)C)C2=CC=C(C=C2)NC(C(=C)C2CC2)=O)F